CC1COC=C1 3-methyl-2,3-dihydrofuran